((4-(5-butyl-4-(4-(4-chlorophenoxy)phenyl)thiazol-2-yl)piperidin-1-yl)propyl)-1H-indole-5-carbonitrile C(CCC)C1=C(N=C(S1)C1CCN(CC1)CCCN1C=CC2=CC(=CC=C12)C#N)C1=CC=C(C=C1)OC1=CC=C(C=C1)Cl